(3,5-di-tert-butyl-phenyl) propionate C(CC)(=O)OC1=CC(=CC(=C1)C(C)(C)C)C(C)(C)C